FC(C1=NN=C(O1)C1=CC=C(CN2N=NC(=C2)C=2C=C(C=CC2)C2CN(C2)C(=O)OC(C)(C)C)C=C1)F tert-butyl 3-(3-(1-(4-(5-(difluoromethyl)-1,3,4-oxadiazol-2-yl)benzyl)-1H-1,2,3-triazol-4-yl)phenyl)azetidin-1-carboxylate